BrC1=CC2=C(N=C(N=C2)NCC)N(C1=O)C 6-bromo-2-(ethylamino)-8-methylpyrido[2,3-d]pyrimidin-7(8H)-one